(dimethylfluorenyl)(diphenylfluorenyl)(carbazolylphenyl)amine CC=1C(=C(C=2CC3=CC=CC=C3C2C1)N(C1=C(C=CC=C1)C1=CC=CC=2C3=CC=CC=C3NC12)C1=C(C(=CC=2C3=CC=CC=C3CC12)C1=CC=CC=C1)C1=CC=CC=C1)C